3-(4-amino-1-methylpyrazol-3-yl)-4-chlorobenzoic acid methyl ester COC(C1=CC(=C(C=C1)Cl)C1=NN(C=C1N)C)=O